FC1=C(C(=C(C=C1)CC(=O)OCC)C1CCC(CC1)OC1(CC1)C)C ethyl 2-(4-fluoro-3-methyl-2-((1r,4r)-4-(1-methylcyclopropoxy)cyclohexyl)phenyl)acetate